tert-butyl N-[[3-[4-amino-1-(2,2,2-trifluoroethyl)indol-2-yl]-1,2,4-oxadiazol-5-yl]methyl]carbamate NC1=C2C=C(N(C2=CC=C1)CC(F)(F)F)C1=NOC(=N1)CNC(OC(C)(C)C)=O